OC1[C@H](CN(C[C@H]1C)C1=NC=C(C=C1C(=O)NC1=CC(=NC=C1)S(N)(=O)=O)C(F)(F)F)C 2-[(3s,4r,5r)-4-hydroxy-3,5-dimethyl-1-piperidinyl]-N-(2-sulfamoyl-4-pyridinyl)-5-(trifluoromethyl)pyridine-3-carboxamide